{5-(5-methanesulfonylmethylaminobenzothien-2-yl)-[1,2,4]triazolo[1,5-a]pyridin-2-yl}cyclopropanecarboxamide CS(=O)(=O)CNC=1C=CC2=C(C=C(S2)C2=CC=CC=3N2N=C(N3)C3(CC3)C(=O)N)C1